C(CCCCC)(=O)SCCNC(CCNC([C@@H](C(COP(OP(OC[C@@H]1[C@H]([C@H]([C@@H](O1)N1C=NC=2C(N)=NC=NC12)O)OP(=O)(O)O)(=O)O)(=O)O)(C)C)O)=O)=O caproyl-coa